COC=1C=C(C=CC1OC)C=1NC2=CC=C(C=C2C1C(C)C)N(CC1N(CCC1)C)C 2-(3,4-dimethoxyphenyl)-3-isopropyl-N-methyl-N-((1-methylpyrrolidin-2-yl)methyl)-1H-indol-5-amine